FC1(CC(CC1)CN1N=C(C(=C1C(=O)NC1=CC(=NC=C1)S(=O)(=O)C)C)C(C)(F)F)F 1-((3,3-difluorocyclopentyl)methyl)-3-(1,1-difluoroethyl)-4-methyl-N-(2-(methylsulfonyl)pyridin-4-yl)-1H-pyrazole-5-carboxamide